imidazo[1,5-a]pyrazin-8-amin C=1N=CN2C1C(=NC=C2)N